2,4-dimethyl-1-hexene CC(=C)CC(CC)C